Methyl 4-[4-{[2-(4-chlorophenyl)-4,4-dimethylcyclohex-1-en-1-yl]methyl}(2H8)piperazin-1-yl]-2-(1H-pyrrolo[2,3-b]pyridin-5-yloxy)benzoate ClC1=CC=C(C=C1)C1=C(CCC(C1)(C)C)CN1C(C(N(C(C1([2H])[2H])([2H])[2H])C1=CC(=C(C(=O)OC)C=C1)OC=1C=C2C(=NC1)NC=C2)([2H])[2H])([2H])[2H]